(S)-2-chloromethyl-1-methylpyrrolidine ClC[C@H]1N(CCC1)C